5-EthoxyMethyl-Furfural C(C)OCC1=CC=C(C=O)O1